(S)-3-methyl-2-(2-(5,6,7,8-tetrahydroimidazo[1,2-a]pyridin-6-yl)-2H-pyrazolo[3,4-b]pyridin-6-yl)-5-(trifluoromethyl)phenol CC=1C(=C(C=C(C1)C(F)(F)F)O)C=1C=CC=2C(N1)=NN(C2)[C@H]2CCC=1N(C2)C=CN1